2-(2-Phenylbutanamido)thiophene-3-carboxylic acid C1(=CC=CC=C1)C(C(=O)NC=1SC=CC1C(=O)O)CC